N-(4-((R)-3-((S)-3-(3-chlorophenyl)-2,2-dimethylpyrrolidin-1-yl)-2-hydroxypropoxy)phenyl)-N-methylsulfonamide ClC=1C=C(C=CC1)[C@H]1C(N(CC1)C[C@H](COC1=CC=C(C=C1)N(S(=O)=O)C)O)(C)C